[Na+].C(CCCCCCCCCCC)C1=C(C=CC=C1)S(=O)(=O)[O-] dodecyl-benzenesulfonic acid sodium salt